5-(1-ethoxyethylidene)-2,2-dimethyl-1,3-dioxane-4,6-dione C(C)OC(C)=C1C(OC(OC1=O)(C)C)=O